Anti-Phosphotyrosin P(=O)(O)(O)OC1=CC=C(C[C@H](N)C(=O)O)C=C1